2-{4-[(piperidin-1-yl)methyl]phenyl}-1-(4-{[1,2,4]triazolo[4,3-b]pyridazin-6-yl}piperazin-1-yl)ethan-1-one N1(CCCCC1)CC1=CC=C(C=C1)CC(=O)N1CCN(CC1)C=1C=CC=2N(N1)C=NN2